FC1CC(C1)(CC1=NN=CN1C)C=1C=C(C=CC1)NC(C1=NC(=CC=C1)C(F)(F)F)=O N-(3-(3-fluoro-1-((4-methyl-4H-1,2,4-triazol-3-yl)methyl)cyclobutyl)phenyl)-6-(trifluoromethyl)picolinamide